(Z)-1-(4-amino-2-fluorobut-2-en-1-yl)-4-[2-fluoro-5-(hydroxymethyl)phenyl]-1H-benzo[d][1,2,3]triazole-6-carbonitrile hydrochloride Cl.NC\C=C(\CN1N=NC2=C1C=C(C=C2C2=C(C=CC(=C2)CO)F)C#N)/F